NC1CCN(CC1)C1=C2C(=C(NC2=C(C=C1F)C(=O)N)C)C 4-(4-aminopiperidin-1-yl)-5-fluoro-2,3-dimethyl-1H-indole-7-carboxamide